4-(3,5-difluoro-2-formylphenyl)piperazine-1-carboxylic acid tert-butyl ester C(C)(C)(C)OC(=O)N1CCN(CC1)C1=C(C(=CC(=C1)F)F)C=O